(Z)-6-((2,6-difluorobenzyl)sulfonyl)-2-(2,4,6-trifluorobenzylidene)-2H-benzo[b][1,4]thiazin-3(4H)-one FC1=C(CS(=O)(=O)C2=CC3=C(S\C(\C(N3)=O)=C/C3=C(C=C(C=C3F)F)F)C=C2)C(=CC=C1)F